[N+](=O)([O-])C1=C(C=CC(=C1)C1=CC=NS1)C1=CC=CC=C1 5-(2-nitro-[1,1'-biphenyl]-4-yl)isothiazole